NC1=C(C=C(C=N1)NC(C(=O)N1[C@@H]([C@H](C[C@H](C1)C)C)C1=CC=CC=C1)=O)C N-(6-amino-5-methyl-3-pyridyl)-2-[(2S,3S,5R)-3,5-dimethyl-2-phenyl-1-piperidyl]-2-oxo-acetamide